(S)-alpha-cyano-3-phenoxybenzyl (Z)-(1R-cis)-2,2-dimethyl-3-[2-(2,2,2-trifluoro-trifluoromethyl-ethoxycarbonyl)vinyl]cyclopropanecarboxylate CC1([C@@H]([C@@H]1\C=C/C(=O)OC(C(F)(F)F)C(F)(F)F)C(=O)O[C@@H](C1=CC(=CC=C1)OC1=CC=CC=C1)C#N)C